2-(((R)-3-((2-((4-cyano-2-fluorobenzyl)oxy)pyrimidin-4-yl)amino)pyrrolidin-1-yl)methyl)-1-(((S)-oxetan-2-yl)methyl)-1H-benzo[d]imidazole-6-carboxylic acid C(#N)C1=CC(=C(COC2=NC=CC(=N2)N[C@H]2CN(CC2)CC2=NC3=C(N2C[C@H]2OCC2)C=C(C=C3)C(=O)O)C=C1)F